2-(((2-cyclopropyl-1,3-dioxoisoindolin-5-yl)oxy)methyl)-3-fluoroallylcarbamic acid tert-butyl ester C(C)(C)(C)OC(NCC(=CF)COC=1C=C2C(N(C(C2=CC1)=O)C1CC1)=O)=O